N,N'-bis[2-(1H-imidazol-4-yl)ethyl]glutaramide N1C=NC(=C1)CCNC(CCCC(=O)NCCC=1N=CNC1)=O